lanthanum strontium cobalt trioxide [Co](=O)(=O)=O.[Sr].[La]